NC(CCNC(C(=O)O)(CC=O)NCCC(C)(N)C)(C)C bis(3-amino-3-methylbutylamino)-4-oxobutanoic acid